BrC1=C(C(=C(C(=C1)OC(F)(F)F)NC=O)[N+](=O)[O-])C N-[4-bromo-3-methyl-2-nitro-6-(trifluoromethoxy)phenyl]carboxamide